1-(2,4-Dichloro-phenyl)-4-ethyl-5-[4-(5-nitrooxy-pent-1-ynyl)-phenyl]-1H-pyrazole-3-carboxylic acid morpholin-4-ylamide N1(CCOCC1)NC(=O)C1=NN(C(=C1CC)C1=CC=C(C=C1)C#CCCCO[N+](=O)[O-])C1=C(C=C(C=C1)Cl)Cl